(1r,2'S,4S)-4-(3-chloroanilino)-2'-[(2R)-3-{[(8S)-8-fluoro-5,6,7,8-tetrahydroquinolin-4-yl]oxy}-2-methylpropyl]-2',3'-dihydrospiro[cyclohexane-1,1'-indene]-4-carboxylic acid ClC=1C=C(NC2(CCC3([C@H](CC4=CC=CC=C34)C[C@H](COC3=CC=NC=4[C@H](CCCC34)F)C)CC2)C(=O)O)C=CC1